7-Deaza-8-azaguanosin [C@@H]1([C@H](O)[C@H](O)[C@@H](CO)O1)N1N=CC=2C(=O)NC(N)=NC12